2-(4-(methylsulfonyl)phenyl)-6-(phenylsulfonyl)-2,3-dihydroimidazo[4,5-d]pyrrolo[2,3-b]pyridin CS(=O)(=O)C1=CC=C(C=C1)C1NC=2C(=C3C(=NC2)N(C=C3)S(=O)(=O)C3=CC=CC=C3)N1